CN(CCCNC(=O)C1=NN(C2=C1C=NC(=C2)C=2C=NN1C2N=CC=C1)C1=C(C=CC(=C1)S(=O)(=O)C)OC)C N-(3-(dimethylamino)propyl)-1-(2-methoxy-5-(methylsulfonyl)phenyl)-6-(pyrazolo[1,5-a]pyrimidin-3-yl)-1H-pyrazolo[4,3-c]pyridine-3-carboxamide